N-ethylethylammonium sodium salt [Na+].C(C)[NH2+]CC